(R)-N-(4-(chlorodifluoromethoxy)phenyl)-5-((4-formylpyridin-3-yl)amino)6-(3-hydroxypyrrolidin-1-yl)nicotinamide ClC(OC1=CC=C(C=C1)NC(C1=CN=C(C(=C1)NC=1C=NC=CC1C=O)N1C[C@@H](CC1)O)=O)(F)F